tert-butyl 4-(7-((4-(2-hydroxyethoxy)phenyl)amino)-1-methyl-6,7-dihydro-5H-benzo[c][1,2,3]triazolo[1,5-a]azepin-9-yl)-3,6-dihydropyridine-1(2H)-carboxylate OCCOC1=CC=C(C=C1)NC1C2=C(C=3N(CC1)N=NC3C)C=CC(=C2)C=2CCN(CC2)C(=O)OC(C)(C)C